3,3-Bis(chloromethyl)oxetane ClCC1(COC1)CCl